2-(((1-(3-((1-(4-chlorophenyl)-2-oxo-2-(6'-(trifluoromethoxy)spiro[cyclopropane-1,3'-indolin]-1'-yl)ethyl)amino)-5-methoxyphenyl)ethylidene)amino)oxy)-N-isopropyl-2-methylpropanamide ClC1=CC=C(C=C1)C(C(N1CC2(C3=CC=C(C=C13)OC(F)(F)F)CC2)=O)NC=2C=C(C=C(C2)OC)C(C)=NOC(C(=O)NC(C)C)(C)C